OCC=1N2C(CN(C3=CC=CC(C1)=C23)C(=O)OC(C)(C)C)C tert-butyl 2-(hydroxymethyl)-11-methyl-1,9-diazatricyclo[6.3.1.04,12]dodeca-2,4(12),5,7-tetraene-9-carboxylate